(2S,4R)-2-[4-[4-[(5-bromo-1-methyl-imidazole-2-carbonyl)amino]-2-chloro-benzoyl]piperazine-1-carbonyl]-4-hydroxy-pyrrolidine-1-carboxylic acid tert-butyl ester C(C)(C)(C)OC(=O)N1[C@@H](C[C@H](C1)O)C(=O)N1CCN(CC1)C(C1=C(C=C(C=C1)NC(=O)C=1N(C(=CN1)Br)C)Cl)=O